(1S,2S)-N-[3-(4-cyclopropoxy-6-methoxypyrimidin-5-yl)-1H-pyrrolo[2,3-b]pyridin-6-yl]-2-fluorocyclopropane-1-carboxamide C1(CC1)OC1=NC=NC(=C1C1=CNC2=NC(=CC=C21)NC(=O)[C@H]2[C@H](C2)F)OC